C(C)(C)(C)C1N(CCC2(C1)C(CC=1C2=NC=CC1)=O)C(=O)OC(CN1N=CN=C1)(C(C)C1CC1)C1=CC=C(C=C1)Cl 2-(4-chlorophenyl)-3-cyclopropyl-1-(1H-1,2,4-triazol-1-yl)butan-2-ol tert-butyl-6-oxo-5,6-dihydrospiro[cyclopenta[b]pyridine-7,4'-piperidine]-1'-carboxylate